5-{[4-(trifluoromethyl)phenyl]methyl}-1,3,4-thiadiazol-2-amine FC(C1=CC=C(C=C1)CC1=NN=C(S1)N)(F)F